FC=1C(=C(C#N)C=CC1)C=1C=NC(=CC1)CNC1CCCC=2C=CC=NC12 3-fluoro-2-(6-(((5,6,7,8-tetrahydroquinolin-8-yl)amino)methyl)pyridin-3-yl)benzonitrile